P1(=O)(OC2=C(C=C(C=C2C(C)(C)C)C(C)(C)C)CCC2=C(C(=CC(=C2)C(C)(C)C)C(C)(C)C)O1)[O-].[Na+] sodium 2,2'-ethylene-bis(4,6-di-t-butylphenyl) phosphate